(2,2'-bipyridine)-4,4'-disulfonate N1=C(C=C(C=C1)S(=O)(=O)[O-])C1=NC=CC(=C1)S(=O)(=O)[O-]